7-(difluoromethyl)-6-(4,4,5,5-tetramethyl-1,3,2-dioxaborolan-2-yl)-1,2,3,4-tetrahydroquinoline FC(C1=C(C=C2CCCNC2=C1)B1OC(C(O1)(C)C)(C)C)F